(2S,4R)-N-(1-(5-(3-((5-cyano-4-(4-fluorophenyl)thiazol-2-yl)(methyl)amino)-2-ethylimidazo[1,2-a]pyridin-6-yl)pyrimidin-2-yl)azetidin-3-yl)-4-hydroxypyrrolidine-2-carboxamide C(#N)C1=C(N=C(S1)N(C1=C(N=C2N1C=C(C=C2)C=2C=NC(=NC2)N2CC(C2)NC(=O)[C@H]2NC[C@@H](C2)O)CC)C)C2=CC=C(C=C2)F